N-(3-chloro-4-methylphenyl)-2-(4-((1-(2-(2,6-dioxopiperidin-3-yl)-1,3-dioxoisoindolin-5-yl)azetidin-3-yl)ethynyl)-1H-pyrazol-1-yl)-2-methylpropanamide ClC=1C=C(C=CC1C)NC(C(C)(C)N1N=CC(=C1)C#CC1CN(C1)C=1C=C2C(N(C(C2=CC1)=O)C1C(NC(CC1)=O)=O)=O)=O